pyridine chlorochromate [Cr](=O)(=O)(O)Cl.N1=CC=CC=C1